2-[(2-phenylethylthio)sulfanyl]succinic acid C1(=CC=CC=C1)CCSSC(C(=O)O)CC(=O)O